9-bromo-2-iodo-6-methyl-5,6-dihydrobenzo[f]imidazo[1,2-d][1,4]oxazepine BrC1=CC2=C(C=3N(CC(O2)C)C=C(N3)I)C=C1